O=C1NC(CCC1N1C(C2=CC=CC(=C2C1=O)N1CCC(CC1)CN1CCC(CC1)C(CN1CCN(CC1)C(=O)OCC1=CC=CC=C1)(F)F)=O)=O benzyl 4-[2-[1-[[1-[2-(2,6-dioxo-3-piperidyl)-1,3-dioxo-isoindolin-4-yl]-4-piperidyl]methyl]-4-piperidyl]-2,2-difluoro-ethyl]piperazine-1-carboxylate